(S)-1-(7-(4-(8-chloronaphthalen-1-yl)-7-((1-methylpyrrolidin-2-yl)methoxy)furo[2,3-f]quinazolin-9-yl)-2,7-diazaspiro[3.5]nonan-2-yl)prop-2-en-1-one ClC=1C=CC=C2C=CC=C(C12)C1=C2C(=C3C(=NC(=NC3=C1)OC[C@H]1N(CCC1)C)N1CCC3(CN(C3)C(C=C)=O)CC1)OC=C2